4-chloro-5-((2-(trimethylsilyl)ethoxy)methyl)-5H-pyrrolo[3,2-d]pyrimidine ClC=1C2=C(N=CN1)C=CN2COCC[Si](C)(C)C